ClC=1C=C(C=C(C1)Cl)N1C(N(CC1=O)C1CCC2=CC(=CC=C12)/C=C/C(=O)OCC)=O ethyl (E)-3-(1-(3-(3,5-dichlorophenyl)-2,4-dioxoimidazolidin-1-yl)-2,3-dihydro-1H-inden-5-yl)acrylate